O=C1NC(CCC1N1C(C2=CC=C(C=C2C1)CN1CCN(CC1)CCNC(=O)C1=CC2=C(O1)C(C1=CC=CC=C1C2=O)=O)=O)=O N-(2-(4-((2-(2,6-dioxopiperidin-3-yl)-1-oxoisoindolin-5-yl)methyl)piperazin-1-yl)ethyl)-4,9-dioxo-4,9-dihydronaphtho[2,3-b]furan-2-carboxamide